5-CHLORO-6-ISOPROPOXYPYRIDINE-3-BORONIC ACID ClC=1C=C(C=NC1OC(C)C)B(O)O